1-(Chloromethyl)-3-(2,2,2-trifluoroethoxy)-5-vinylbenzene ClCC1=CC(=CC(=C1)C=C)OCC(F)(F)F